4-(6-chloropyridin-3-yl)-2,6-diphenylpyrimidine ClC1=CC=C(C=N1)C1=NC(=NC(=C1)C1=CC=CC=C1)C1=CC=CC=C1